N,N-dimethyl-1-(5,6,7,8-tetrahydro-4H-pyrazolo[1,5-a][1,4]diazepin-2-yl)methanesulfonamide CN(S(=O)(=O)CC1=NN2C(CNCCC2)=C1)C